3-methyl-7-[1-(9H-purin-6-ylamino)ethyl]-6-(1,3-thiazol-4-yl)-5H-[1,3]thiazolo[3,2-a]pyrimidin-5-one Trifluoroacetic Acid Salt FC(C(=O)O)(F)F.CC1=CSC=2N1C(C(=C(N2)C(C)NC2=C1N=CNC1=NC=N2)C=2N=CSC2)=O